tert-butyl 3,3-difluoro-4-(5-(imidazo[1,2-a]pyridin-6-ylmethoxy)-2-methylbenzofuran-3-carboxamido)piperidine-1-carboxylate FC1(CN(CCC1NC(=O)C1=C(OC2=C1C=C(C=C2)OCC=2C=CC=1N(C2)C=CN1)C)C(=O)OC(C)(C)C)F